2,5-Dioxo-1-pyrrolidinyl 5-[4-(1,2,4,5-tetrazin-3-yl)benzalamino]-5-oxopentanoate N1=NC(=NN=C1)C1=CC=C(C=NC(CCCC(=O)ON2C(CCC2=O)=O)=O)C=C1